CC1=C2C(=[N+](C(=C1)NC1=NC=NC(=C1)NC1=NC=CC(=C1)C)[O-])C1(NC2=O)CCCCC1 4'-methyl-2'-((6-((4-methylpyridin-2-yl)amino)pyrimidin-4-yl)amino)-5'-oxo-5',6'-dihydrospiro[cyclohexane-1,7'-pyrrolo[3,4-b]pyridine] 1'-oxide